Diamino-dimethyldicyclohexylmethan NC1(CCC(CC1)C(C1CCCCC1)(C)C)N